3-bromo-2-chloro-6-hydroxybenzaldehyde BrC=1C(=C(C=O)C(=CC1)O)Cl